D-glucose potassium [K].O=C[C@H](O)[C@@H](O)[C@H](O)[C@H](O)CO